4-(4-(((tert-butyldimethylsilyl)oxy)methyl)-5-methylthiazol-2-yl)tetrahydro-2H-pyran-4-ol Methyl-1-(2-chlorophenyl)-5-(1-ethyl-1H-indazol-6-yl)-1H-pyrazole-3-carboxylate CC=1C(=NN(C1C1=CC=C2C=NN(C2=C1)CC)C1=C(C=CC=C1)Cl)C(=O)OC1(CCOCC1)C=1SC(=C(N1)CO[Si](C)(C)C(C)(C)C)C